CN(C)CC1(CC1)COC=1N=C(C2=C(N1)CN(CC2)C2=CC=CC1=CC=CC(=C21)CC)N2CCN(CC2)C(=O)N2C(NC=C2)=O (4-(2-((1-((dimethylamino)methyl)cyclopropyl)methoxy)-7-(8-ethylnaphthalen-1-yl)-5,6,7,8-tetrahydropyrido[3,4-d]pyrimidin-4-yl)piperazine-1-carbonyl)-1,3-dihydro-2H-imidazol-2-one